tert-butyl 7-bromo-3,4-dihydro-1H-isoquinoline-2-carboxylate BrC1=CC=C2CCN(CC2=C1)C(=O)OC(C)(C)C